N-(4-carbamoyl-3-chlorophenyl)-5-chloro-2-hydroxybenzamide C(N)(=O)C1=C(C=C(C=C1)NC(C1=C(C=CC(=C1)Cl)O)=O)Cl